C1(CC1)C1=C(C(=NO1)C1=C(C=CC=C1Cl)Cl)COC1=CC(=C(C(=C1)Cl)C#C)Cl 5-cyclopropyl-4-((3,5-dichloro-4-ethynylphenoxy)methyl)-3-(2,6-dichlorophenyl)isoxazole